5-[3-(3,4-dimethylphenylamino)-2-hydroxypropyl]-1,3-oxazol-2(3H)-one CC=1C=C(C=CC1C)NCC(CC1=CNC(O1)=O)O